C(C1=CC=CC=C1)OC=1C=CC(=C2C=CC(NC12)=O)C(CBr)=O 8-benzyloxy-5-(2-bromoacetyl)-(1H)-quinolin-2-one